C1=C(C(=C2C(=C1Cl)C(=O)OC2=O)Cl)C(=O)O 3,6-dichlorotrimellitic anhydride